CC1=CC(=NO1)C1=NN=C2N1N=C(C1=CC=CC=C21)OCC=2N=NN(C2)C 3-(5-methylisoxazol-3-yl)-6-[(1-methyl-1H-1,2,3-triazol-4-yl)methoxy][1,2,4]triazolo[3,4-a]phthalazine